D-4-amino-2,6-dichloro-5-fluoronicotinic acid hydrochloride Cl.NC1=C(C(=NC(=C1C(=O)O)Cl)Cl)F